azabenzotriazolyltetramethylurea N1N=NC2=C1C=CC(=N2)CN(C(=O)N(C)C)C